(E)-N-hydroxy-3-[4-[[2-(2-methyl-1H-indol-3-yl)ethylamino]methyl]phenyl]prop-2-enamide ONC(\C=C\C1=CC=C(C=C1)CNCCC1=C(NC2=CC=CC=C12)C)=O